C(C)(C)(C)OC(=O)N[C@H](C(=O)OCC1=CC=CC=C1)CC1=CC(=CC=C1)O (S)-Benzyl 2-((Tert-Butoxycarbonyl)Amino)-3-(3-Hydroxyphenyl)Propanoate